N-ethyl-2-(1-imidazolyl)acetamide C(C)NC(CN1C=NC=C1)=O